C(#N)N1CC(CC1)C(=O)NC1=NC=C(C=C1)C1=CC=C(C=C1)C 1-cyano-N-(5-(p-tolyl)pyridin-2-yl)pyrrolidine-3-carboxamide